C(OCC1=C(C=C(C(=C1)OC)OC)[N+](=O)[O-])(ON1C(CCC1=O)=O)=O (4,5-Dimethoxy-2-nitrophenyl)methyl (2,5-dioxo-1-pyrrolidinyl) carbonate